(S)-2-amino-3-(2-cyano-4-((4-(cyclopropylamino)-5-(trifluoromethyl)pyrimidin-2-yl)amino)-5-methoxyphenyl)propionic acid N[C@H](C(=O)O)CC1=C(C=C(C(=C1)OC)NC1=NC=C(C(=N1)NC1CC1)C(F)(F)F)C#N